BrC=CC(C(F)(F)F)(F)F bromopentafluorobutene